3-Fluoro-4-(mercaptomethyl)benzonitrile FC=1C=C(C#N)C=CC1CS